3,3-difluorocyclobutyl (2,5-dioxopyrrolidin-1-yl) carbonate C(OC1CC(C1)(F)F)(ON1C(CCC1=O)=O)=O